N-(3-Cyano-4-methyl-1H-indol-7-yl)-1-(3-hydroxybutyl)pyrazol-4-sulfonamid C(#N)C1=CNC2=C(C=CC(=C12)C)NS(=O)(=O)C=1C=NN(C1)CCC(C)O